C(#N)CC(C)(C)C1=C(C2=C(C=C3C=NNC3=C2)N1C1=CC=C(C=C1)F)C1CCC(CC1)C(=O)O 4-[6-(2-cyano-1,1-dimethyl-ethyl)-5-(4-fluorophenyl)-1H-pyrrolo[2,3-f]indazol-7-yl]cyclohexanecarboxylic acid